[Si](C)(C)(C(C)(C)C)C=1N=C(SC1S(=O)(=O)N)C(F)F (tert-Butyldimethylsilyl)-2-(difluoromethyl)thiazole-5-sulfonamide